(S)-N-(2-(7-hydroxy-1-methyl-1H-pyrrolo[2,3-c]pyridin-3-yl)-1-(phenyl(tetrahydro-2H-pyran-4-yl)methyl)-1H-indol-4-yl)methanesulfonamide OC=1N=CC=C2C1N(C=C2C=2N(C1=CC=CC(=C1C2)NS(=O)(=O)C)[C@@H](C2CCOCC2)C2=CC=CC=C2)C